OC1C(CCC1)C(=O)NC1CCN(CC1)C 2-hydroxy-N-(1-methylpiperidin-4-yl)cyclopentane-1-carboxamide